CC1=CC=C(C=C1)S(=O)(=O)N[C@H](C(=O)NC1=CC=C(C=C1)N1CCOCC1)CCC(=O)NC1=CC=C(C=C1)[N+](=O)[O-] (S)-2-(4-Methylphenylsulfonamido)-N1-(4-morpholinophenyl)-N5-(4-nitrophenyl)pentanediamide